C[C@@H]1CC[C@H](N(C1)C(C(=O)NC=1C=C(C=NC1)C(=O)N)=O)C1=CC=C(C=C1)C1=CC=NN1 |r| rac-5-[[2-[(2S,5R)-5-methyl-2-[4-(1H-pyrazol-5-yl)phenyl]-1-piperidyl]-2-oxo-acetyl]amino]pyridine-3-carboxamide